OC1=C(C=CC(=C1)O)C(\C=C\C1=CC2=CC=CC=C2C=C1)=O (E)-1-(2,4-Dihydroxyphenyl)-3-naphthalen-2-ylprop-2-en-1-one